N-(5-Chloro-6-(2H-1,2,3-triazol-2-yl)pyridin-3-yl)-1-(3-methylpyridin-2-yl)-5-(trifluoromethyl)-1H-pyrazole-4-carboxamide ClC=1C=C(C=NC1N1N=CC=N1)NC(=O)C=1C=NN(C1C(F)(F)F)C1=NC=CC=C1C